FC1=C(C=C2C(C(=CN3C2=C1CCC3)CN[C@@H]3CN(CCC3)C=3C=NC(=CC3)[N+](=O)[O-])=O)F.[F].[Ge].[B] boron-germanium fluorine (S)-8,9-difluoro-2-(((1-(6-nitropyridin-3-yl)piperidin-3-yl)amino)methyl)-6,7-dihydro-1H,5H-pyrido[3,2,1-ij]quinolin-1-one